(Z)-7-((2-(2,6-dioxopiperidin-3-yl)-1,3-dioxoisoindolin-4-yl)amino)-N-(2-(4-(1,2-diphenyl-but-1-en-1-yl)phenoxy)ethyl)-N-methylheptanamide O=C1NC(CCC1N1C(C2=CC=CC(=C2C1=O)NCCCCCCC(=O)N(C)CCOC1=CC=C(C=C1)\C(=C(\CC)/C1=CC=CC=C1)\C1=CC=CC=C1)=O)=O